N-[4-(2-aminoethyl)phenyl]-3-fluoro-4-(1,2,3,6-tetrahydropyridin-4-yl)benzamide NCCC1=CC=C(C=C1)NC(C1=CC(=C(C=C1)C=1CCNCC1)F)=O